C(C)(C)N1C(=NN=C1)C1=CC=CC(=N1)NC(=O)NC1=C2NC=NC2=NC=N1 1-(6-(4-isopropyl-4H-1,2,4-triazol-3-yl)pyridin-2-yl)-3-(7H-purin-6-yl)urea